CO[C@@H]1[C@@H]([C@H]([C@H]([C@H](O1)COC(=O)C2=CC=CC=C2)O)OC(=O)C3=CC=CC=C3)OC(=O)C4=CC=CC=C4 Methyl 2,3,6-tri-O-benzoyl-α-D-galactopyranoside